3-cyclohexyliodonaphthalene C1(CCCCC1)C=1C=C(C2=CC=CC=C2C1)I